ClC1=NC(=NC2=CC3=C(C=C12)N(C(C31COCC1)=O)C)C 4'-Chloro-2',6'-dimethyl-4,5-dihydro-2H-spiro[furan-3,8'-pyrrolo[2,3-g]quinazolin]-7'(6'H)-one